N1(CCCCCC1)C=1C2=C(N=C(N1)Cl)C(=C(N=C2)Cl)F 4-(azepan-1-yl)-2,7-dichloro-8-fluoro-pyrido[4,3-d]pyrimidine